alpha-methyl-4-(2-methylpropyl)phenylacetic acid CC(C(=O)O)C1=CC=C(C=C1)CC(C)C